(±)-trans-4-(4-(8-amino-6-(4-methylpyridin-3-yl)-2,7-naphthyridin-3-ylamino)1H-pyrazol-1-yl)-1-(oxetan-3-yl)piperidin-3-ol NC=1N=C(C=C2C=C(N=CC12)NC=1C=NN(C1)[C@H]1[C@@H](CN(CC1)C1COC1)O)C=1C=NC=CC1C |r|